C(C)(=O)O[C@H]1[C@H](O[C@@H]([C@H]([C@@H]1OC(C)=O)OC(C)=O)C(=O)OC)Br (2R,3R,4S,5S,6S)-2-bromo-6-(methoxycarbonyl)tetrahydro-2H-pyran-3,4,5-triyl triacetate